CNC1=C2CN(CC2=CC=C1)C=O 4-(methylamino)(isoindolin-2-yl)methanone